(S)-N-(trans-3-amino-3-methylcyclobutyl)-1-(4-fluorophenyl)-3,4-dihydroisoquinoline-2(1H)-carboxamide hydrochloride Cl.NC1(CC(C1)NC(=O)N1[C@H](C2=CC=CC=C2CC1)C1=CC=C(C=C1)F)C